dimethoxyhydroxyacetophenone COC(C(=O)C1=CC=CC=C1)(O)OC